6-(4-((3R,5R)-4-isopropyl-3,5-dimethylpiperazin-1-yl)phenyl)-1-methyl-2-(4-(methylsulfonyl)phenyl)-1H-pyrrolo[3,2-b]pyridine C(C)(C)N1[C@@H](CN(C[C@H]1C)C1=CC=C(C=C1)C=1C=C2C(=NC1)C=C(N2C)C2=CC=C(C=C2)S(=O)(=O)C)C